FC(C(=O)O)(F)F.NCCCCCCNC(=O)C1=CC=C(C=C1)NC(=O)C1=C(C=C(CN(C(=O)C=2C=CC3=C(OCC(N3)=O)C2)C2CC2)C=C1)OC N-(4-((4-((6-aminohexyl)carbamoyl)phenyl)carbamoyl)-3-methoxybenzyl)-N-cyclopropyl-3-oxo-3,4-dihydro-2H-benzo[b][1,4]oxazine-7-carboxamide 2,2,2-trifluoroacetate